C(C)(C)S(=O)(=O)N1CCN(CC1)CC1=CC=2N(C=C1)N=CC2N2C(NC(CC2)=O)=O 1-(5-((4-(isopropylsulfonyl)piperazin-1-yl)methyl)pyrazolo[1,5-a]pyridin-3-yl)dihydropyrimidine-2,4(1H,3H)-dione